NC=1C2=C(N=CN1)N(C1=C2C=2C(C(CC1)O)=C(ON2)C2CC2)C(CF)CF 11-amino-3-cyclopropyl-7-(1,3-difluoropropan-2-yl)-4,5,6,7-tetrahydro-isoxazolo[4'',3'':6',7']cyclohepta[1',2':4,5]pyrrolo[2,3-d]pyrimidin-4-ol